C12(CC3CC(CC(C1)C3)C2)CCN(C)CC2=CC(=C(C(=O)NO)C=C2)OC 4-(((2-(adamantan-1-yl)ethyl)(methyl)amino)methyl)-N-hydroxy-2-methoxybenzamide